CN(C(=O)C1=CC=C(C=C1)C=1N=C(SC1SC(C)C)N1N=C(C(=C1C(=O)O)C1=CC(=CC=C1)F)C)C 1-(4-(4-(dimethylcarbamoyl)phenyl)-5-(isopropylthio)thiazol-2-yl)-4-(3-fluorophenyl)-3-methyl-1H-pyrazole-5-carboxylic acid